OCCCCN(CCCCCCCC(=O)N(CCCCCCCCCC)CCCCCCCCCC)CCCCCCCC(=O)N(CCCCCCCCCC)CCCCCCCCCC 8,8'-((4-HYDROXYBUTYL)AZANEDIYL)BIS(N,N-DIDECYLOCTANAMIDE)